NC1=C(C(=CC(=C1)C(=O)OC)OC)NC[C@@H]1CN(CC1)C(=O)OC(C)(C)C tert-butyl (R)-3-(((2-amino-6-methoxy-4-(methoxycarbonyl)phenyl)amino)methyl)pyrrolidine-1-carboxylate